Tetradecahydrophenazine C1CCCC2NC3CCCCC3NC12